[6-(3-cyclopropyl-1,2,4-triazol-1-yl)-2-azaspiro[3.3]heptan-2-yl]-[6-(1H-pyrazolo[4,3-b]pyridin-5-ylmethyl)-2-azaspiro[3.3]heptan-2-yl]methanone C1(CC1)C1=NN(C=N1)C1CC2(CN(C2)C(=O)N2CC3(C2)CC(C3)CC3=CC=C2C(=N3)C=NN2)C1